BrC1=CC(=C(C=C1)NC1=C(N=C2N1C=C(N=C2)C=2C=NN(C2)C)C=2C=CC=1N(C2)C(=NN1)C)F N-(4-bromo-2-fluorophenyl)-6-(1-methyl-1H-pyrazol-4-yl)-2-(3-methyl-[1,2,4]triazolo[4,3-a]pyridin-6-yl)imidazo[1,2-a]pyrazin-3-amine